C(N)(=O)C1=CC=C(C=N1)N1C=CC=2C1=NC=C(C2)C(=O)OCC Ethyl 1-(6-carbamoylpyridin-3-yl)-1H-pyrrolo[2,3-b]pyridine-5-carboxylate